C(C)OC(=O)C1=NC(=NS1)C=1SC(=C(C1C)C(=O)OCC)NC(=O)OC(C)(C)C 3-(5-[[(Tert-butoxy)carbonyl]amino]-4-(ethoxycarbonyl)-3-methylthiophene-2-yl)-1,2,4-thiadiazole-5-carboxylic acid ethyl ester